Cl.C[C@@H]1C[C@H]2[C@@H](NC1)C=1C(=NC(=CC1)C(F)(F)F)CO2 |r| rac-(3R,4aS,10bS)-3-methyl-8-(trifluoromethyl)-2,3,4,4a,6,10b-hexahydro-1H-pyrano[3,2-b:5,4-b']dipyridine hydrochloride